2-(6-methoxypyridin-3-yl)-2,3-dihydrobenzo[b][1,4]dioxin-6-carboxylic acid COC1=CC=C(C=N1)C1COC2=C(O1)C=CC(=C2)C(=O)O